2,3,4-tri-O-benzoyl-rhamnose Methyl-2,2-dimethylbenzo[d][1,3]dioxole-5-carboxylate CC1=C(C=CC=2OC(OC21)(C)C)C(=O)O[C@H]([C@@H]([C@H]([C@H](C=O)OC(C2=CC=CC=C2)=O)OC(C2=CC=CC=C2)=O)OC(C2=CC=CC=C2)=O)C